ClC=1C(=NC=CC1S)C#CC1=NN(C=C1)C.[Na] Sodium 3-chloro-2-((1-methyl-1H-pyrazol-3-yl)ethynyl)pyridine-4-thiol